3-chloro-N-[(1r,3s)-3-{[6-chloro-2-(trifluoromethyl)quinolin-4-yl]amino}cyclohexyl]-1-methyl-1H-pyrazole-4-carboxamide ClC1=NN(C=C1C(=O)N[C@H]1C[C@H](CCC1)NC1=CC(=NC2=CC=C(C=C12)Cl)C(F)(F)F)C